C(CCC)C1=CC=C(C=C1)NC1=CC=C(C=2C(C3=C(C=CC(=C3C(C12)=O)O)O)=O)NC1=CC=C(C=C1)CCCC 1,4-bis((4-butylphenyl)amino)-5,8-dihydroxyanthracene-9,10-dione